C1(CC1)NC(=O)C=1SC(=C(C1)C)C=1C=NC=2CCN(CC2C1)C=1C(=CC=2N(N1)C(C=CN2)=O)C N-cyclopropyl-4-methyl-5-(6-(8-methyl-4-oxo-4H-pyrimido[1,2-b]pyridazin-7-yl)-5,6,7,8-tetrahydro-1,6-naphthyridin-3-yl)thiophene-2-carboxamide